trans-1-(6-((3-fluorophenyl)amino)pyrimidin-4-yl)-4-(3,4-dihydroisoquinolin-2(1H)-yl)piperidin-3-ol FC=1C=C(C=CC1)NC1=CC(=NC=N1)N1C[C@H]([C@@H](CC1)N1CC2=CC=CC=C2CC1)O